Nicotinic acid 7-[4-(4-benzo[b]thiophen-4-ylpiperazin-1-yl)butoxy]-2-oxo-2H-quinolin-1-ylmethyl ester S1C2=C(C=C1)C(=CC=C2)N2CCN(CC2)CCCCOC2=CC=C1C=CC(N(C1=C2)COC(C2=CN=CC=C2)=O)=O